C1(CC1)CCNC(=O)N1C=NC(=C1)C=1C=NC=CC1 N-(2-cyclopropylethyl)-4-(pyridin-3-yl)-1H-imidazole-1-carboxamide